N-((S)-1-amino-3-hydroxy-2-methyl-1-oxopropan-2-yl)-5-((2,2-difluorocyclopropyl)methyl)-2-methylbenzofuran-3-carboxamide NC([C@@](CO)(C)NC(=O)C1=C(OC2=C1C=C(C=C2)CC2C(C2)(F)F)C)=O